Ethyl-5-(7-fluoro-2-morpholinoquinolin-8-yl)pyridin-2-amine C(C)C=1C(=NC=C(C1)C=1C(=CC=C2C=CC(=NC12)N1CCOCC1)F)N